bis[4-(4-aminophenoxy)phenyl] sulfide NC1=CC=C(OC2=CC=C(C=C2)SC2=CC=C(C=C2)OC2=CC=C(C=C2)N)C=C1